bis(3,4,6-trichloro-2-{[(3-methylphenyl)methoxy]carbonyl} phenyl)-Oxalat ClC=1C(=C(C(=CC1Cl)Cl)OC(C(=O)OC1=C(C(=C(C=C1Cl)Cl)Cl)C(=O)OCC1=CC(=CC=C1)C)=O)C(=O)OCC1=CC(=CC=C1)C